dicarbonyl-(pentamethyl-cyclopentadienyl)rhodium(I) C(=O)=[Rh](C1(C(=C(C(=C1C)C)C)C)C)=C=O